N=1NC(CC1)=O 2,4-dihydro-pyrazol-3-one